4-(trifluoromethyl)piperidin-4-ol FC(C1(CCNCC1)O)(F)F